3-[2-(1-cyclopropyl-6-fluoro-1,3-benzodiazol-5-yl)ethynyl]-5-(cyclopropylamino)-1-[(3S,5R)-5-(methoxymethyl)-1-(prop-2-enoyl)pyrrolidin-3-yl]pyrazole-4-carboxamide C1(CC1)N1C=NC2=C1C=C(C(=C2)C#CC2=NN(C(=C2C(=O)N)NC2CC2)[C@@H]2CN([C@H](C2)COC)C(C=C)=O)F